FC1=C(C=CC(=C1)C(F)(F)F)CO [2-fluoro-4-(trifluoromethyl)phenyl]methanol